2-hydroxy-6-methyl-5-[4-(5-methyl-1,2,4-oxadiazol-3-yl)piperidine-1-carbonyl]pyridine-3-carbonitrile OC1=NC(=C(C=C1C#N)C(=O)N1CCC(CC1)C1=NOC(=N1)C)C